Tert-Butyl (5-chloro-3-cyanopyrazolo[1,5-a]pyrimidin-7-yl)(3-methylbenzyl)carbamate ClC1=NC=2N(C(=C1)N(C(OC(C)(C)C)=O)CC1=CC(=CC=C1)C)N=CC2C#N